FC=1C=C2C(C=C(OC2=C(C1)O)C(=O)NCC(CC)C)=O 6-fluoro-8-hydroxy-N-(2-methylbutyl)-4-oxo-chromene-2-carboxamide